7-[(3R)-4-ethyl-3-methylpiperazin-1-yl]-2-(4-ethyl-6-methylpyrazolo[1,5-a]pyrazin-2-yl)-4H-pyrido[1,2-a]pyrimidin-4-one C(C)N1[C@@H](CN(CC1)C=1C=CC=2N(C(C=C(N2)C2=NN3C(C(=NC(=C3)C)CC)=C2)=O)C1)C